5-Amino-N-(3-chloro-4-fluorophenyl)-3-(5-hydroxy-5-(1-methyl-1H-pyrazol-5-yl)octahydropentalen-2-yl)-1-methyl-1H-pyrazole-4-carboxamide NC1=C(C(=NN1C)C1CC2CC(CC2C1)(C1=CC=NN1C)O)C(=O)NC1=CC(=C(C=C1)F)Cl